COC1=CC=C(C=C1)[C@@H](C(=O)NC1=CC=C(C=C1)OC)NC(=O)C1N(C2CCCCC2C1)C(=O)[O-] 2-(((S)-1-(4-methoxyphenyl)-2-((4-methoxyphenyl)amino)-2-oxoethyl)carbamoyl)octahydro-1H-indole-1-carboxylate